C(C=C)OCC(CS(=O)(=O)[O-])O.[Na+] sodium 3-allyloxy-2-hydroxy-1-propanesulfonate